silyl-bis(2,4,7-trimethylinden-1-yl)hafnium [SiH3][Hf](C1C(=CC2=C(C=CC(=C12)C)C)C)C1C(=CC2=C(C=CC(=C12)C)C)C